(3R,5S)-1-{6-fluoro-[1,3]thiazolo[4,5-b]pyridin-2-yl}-3,5-dimethylpiperazine FC=1C=C2C(=NC1)N=C(S2)N2C[C@H](N[C@H](C2)C)C